N[C@H](C(=O)NC1=CC=C(C=C1)S(=O)(=NC(C)(C)C)C)CC1=CC=CC=C1 (2S)-2-amino-N-(4-(N-(tert-butyl)-S-methylsulfonimidoyl)phenyl)-3-phenylpropanamide